phenylmethyl-[2-[(2,6-dimethylphenyl)amino]-2-oxoethyl]-diethylammonium benzoate C(C1=CC=CC=C1)(=O)[O-].C1(=CC=CC=C1)C[N+](CC)(CC)CC(=O)NC1=C(C=CC=C1C)C